(Z)-N'-((5-isopropyl-1H-pyrazole-3-carbonyl)oxy)-1-(o-tolyl)cyclopropane-1-carboximidamide C(C)(C)C1=CC(=NN1)C(=O)O\N=C(/N)\C1(CC1)C1=C(C=CC=C1)C